Cl.Cl.C(CN1C(=NC2=C1C=CC(=C2OC)C(=O)N)C2=C(C=C(C=C2)Cl)C(=O)NN)N2C(=NC1=C2C=CC(=C1OC)C(=O)N)C1=C(C=C(C=C1)Cl)C(=O)NN 1,1'-(ethane-1,2-diyl)bis(2-(4-chloro-2-(hydrazinocarbonyl)phenyl)-4-methoxy-1H-benzo[d]imidazole-5-carboxamide) dihydrochloride